(R)-1-(5-methoxyisochroman-1-yl)-N-methylmethanamine COC1=C2CCO[C@H](C2=CC=C1)CNC